2-(2-bromo-1-propoxyethyl)naphthalene BrCC(OCCC)C1=CC2=CC=CC=C2C=C1